(S)-1-(2-Amino-2-methylpropanoyl)-4-((1-(4-((4-aminopiperidin-1-yl)methyl)phenyl)-2-oxo-1,2-dihydropyrimidin-4-yl)carbamoyl)piperazine-2-carboxylic acid trifluoroacetate salt FC(C(=O)O)(F)F.NC(C(=O)N1[C@@H](CN(CC1)C(NC1=NC(N(C=C1)C1=CC=C(C=C1)CN1CCC(CC1)N)=O)=O)C(=O)O)(C)C